1-(4-{3-[(1r,3R,5S,7r)-3,5-dimethyladamantan-1-yl]ureido}benzoyl)piperidine-3-carboxylic acid C[C@]12CC3(CC(C[C@@](C1)(C3)C)C2)NC(NC2=CC=C(C(=O)N3CC(CCC3)C(=O)O)C=C2)=O